tri-ethyloxyzirconium bromide [Br-].C(C)O[Zr+](OCC)OCC